NC1C(NC(C1)(C)C)(C)C 3-amino-2,2,5,5-tetramethylpyrroline